4-((R)-3-((cyclobutylmethyl)amino)piperidin-1-yl)-1-(1-(3-(5-methoxypyridin-3-yl)-1,2,4-oxadiazol-5-yl)ethyl)pyridin-2(1H)-one C1(CCC1)CN[C@H]1CN(CCC1)C1=CC(N(C=C1)C(C)C1=NC(=NO1)C=1C=NC=C(C1)OC)=O